N[C@@H]1C[C@H](CC1)N1C(C=2C=C(C=CC2C2=C1N=C(N=C2)NCCCC)CN2CCN(CC2)C)=O 5-((1S,3S)-3-aminocyclopentyl)-3-(butylamino)-8-((4-methylpiperazin-1-yl)methyl)pyrimido[4,5-c]isoquinolin-6(5H)-one